C1(CC1)C1=C(C=C(C(=N1)CN1CCC2(CN(C(O2)=O)C2=C(C=CC=C2)S(=O)(=O)O)CC1)OCC)C1=CC=C(C=C1)F (8-((6-cyclopropyl-3-ethoxy-5-(4-fluorophenyl)pyridin-2-yl)methyl)-2-oxo-1-oxa-3,8-diazaspiro[4.5]decan-3-yl)benzenesulfonic acid